ClC1=NC=C(C(=N1)C1=CC=C2CN(C(C2=C1)=O)[C@@H](C(=O)N[C@H](C)C1=C(C=CC(=C1)OC)F)CO)Cl (2R)-2-[6-(2,5-dichloropyrimidin-4-yl)-1-oxo-2,3-dihydro-1H-isoindol-2-yl]-N-[(1R)-1-(2-fluoro-5-methoxyphenyl)ethyl]-3-hydroxypropanamide